7-chloro-8-fluoro-2-(methylthio)pyrido[4,3-d]pyrimidine ClC1=C(C=2N=C(N=CC2C=N1)SC)F